nitryl-sulfenyl-nitrogen potassium [K].[N+](=O)([O-])S[N]